2-phenyl-9,10-bis(naphthalene-2-yl)anthracene tert-butyl-{3-[(4-bromopyridin-3-yl)oxy]propyl}carbamate C(C)(C)(C)N(C(O)=O)CCCOC=1C=NC=CC1Br.C1(=CC=CC=C1)C1=CC2=C(C3=CC=CC=C3C(=C2C=C1)C1=CC2=CC=CC=C2C=C1)C1=CC2=CC=CC=C2C=C1